3-(methylsulfonyloxymethyl)-3-methylbutane CS(=O)(=O)OCC(CC)(C)C